pyridine iridium hexafluorophosphate F[P-](F)(F)(F)(F)F.[Ir+3].N1=CC=CC=C1.F[P-](F)(F)(F)(F)F.F[P-](F)(F)(F)(F)F